FC1=C(C=CC(=C1)C1C(C(OC2=CC(=CC=C12)O)(C)C)C1=CC(=CC=C1)OC)N1CCC(CC1)CN1CCN(CC1)C=1C=C2CN(C(C2=CC1)=O)C1C(NC(CC1)=O)=O 3-(5-(4-((1-(2-Fluoro-4-(7-hydroxy-3-(3-methoxyphenyl)-2,2-dimethylchroman-4-yl)phenyl)piperidin-4-yl)methyl)piperazin-1-yl)-1-oxoisoindolin-2-yl)piperidin-2,6-dion